FC=1C=NC=CC1C1=NC2=CN=CC=C2C(=C1)NC(C)(CC)C 2-(3-fluoropyridin-4-yl)-N-(2-methylbutan-2-yl)-1,7-naphthyridin-4-amine